O1C2=C(OCC1)C=C(C=C2)C2=C1C=CN(C1=CC=C2)C=2SC=1CN(CCC1N2)C(=O)OC(C)(C)C tert-butyl 2-(4-(2,3-dihydrobenzo[b][1,4]dioxin-6-yl)-1H-indol-1-yl)-6,7-dihydrothiazolo[5,4-c]pyridine-5(4H)-carboxylate